C(C)(C)(C)C=1C=C(C=C(C1)C)CCC(=O)OCCOCCOCCOC(CCC1=CC(=CC(=C1)C)C(C)(C)C)=O triethylene glycol bis[3-(3-tert-butyl-5-methylphenyl) propionate]